ClC1=C(N)C=CC(=C1Cl)C(F)(F)F 2,3-dichloro-4-trifluoromethylaniline